(R)-2-(6-(6-(2-(5-fluoro-2-methoxypyridin-3-yl)pyrrolidin-1-yl)imidazo[1,2-b]pyridazin-3-yl)pyridazin-4-yl)ethan-1-ol FC=1C=C(C(=NC1)OC)[C@@H]1N(CCC1)C=1C=CC=2N(N1)C(=CN2)C2=CC(=CN=N2)CCO